NC1CCN(CC1)C=1N(C(C(=C(N1)C1=CC(=C(C#N)C=C1)F)C1=CC(=C(C=C1)OC)F)=O)C 4-[2-(4-amino-piperidin-1-yl)-5-(3-fluoro-4-methoxy-phenyl)-1-methyl-6-oxo-1,6-dihydro-pyrimidin-4-yl]2-fluoro-benzonitrile